COC(=O)C12CC2C1.ClC1=NC=C(C(=O)NC([2H])([2H])[2H])C(=C1)NC1=CC=CC=2C=3C(C(N(C12)C)C)=CN(N3)C 6-chloro-N-(methyl-d3)-4-((2,4,5-trimethyl-4,5-dihydro-2H-pyrazolo[4,3-c]quinolin-6-yl)amino)nicotinamide methyl-bicyclo[1.1.0]butane-1-carboxylate